N-[7-benzyloxy-5-fluoro-6-(1,1,4-trioxo-1,2,5-thiadiazolidin-2-yl)-2-naphthyl]-2-[4-[1-(2,6-dioxo-3-piperidyl)-3-methyl-2-oxo-benzimidazol-5-yl]-2-oxo-1-pyridyl]acetamide C(C1=CC=CC=C1)OC1=C(C(=C2C=CC(=CC2=C1)NC(CN1C(C=C(C=C1)C1=CC2=C(N(C(N2C)=O)C2C(NC(CC2)=O)=O)C=C1)=O)=O)F)N1S(NC(C1)=O)(=O)=O